tris(2-ethyl-3-propyl-hexyl)aluminum C(C)C(C[Al](CC(C(CCC)CCC)CC)CC(C(CCC)CCC)CC)C(CCC)CCC